CNS(=O)(=O)C1=CC=C(C=C1)C=1N=NNN1 n-methyl-4-(2H-tetrazol-5-yl)benzenesulfonamide